[N-[4-Amino-5-[6-(difluoromethoxy)pyridin-3-carbonyl]thiazol-2-yl]-3-fluoro-4-(trifluoromethoxy)anilino]propanamid NC=1N=C(SC1C(=O)C=1C=NC(=CC1)OC(F)F)N(C1=CC(=C(C=C1)OC(F)(F)F)F)C(C(=O)N)C